2-((9-methyl-6-morpholino-8-(pyridin-4-yl)-9H-purin-2-yl)amino)-1-phenylethan-1-ol CN1C2=NC(=NC(=C2N=C1C1=CC=NC=C1)N1CCOCC1)NCC(O)C1=CC=CC=C1